C=C(C1=CC=CC=C1)CC(C(=O)O)=C styrene-alpha-methacrylic acid